4-methylpiperazinyl-(4-methylpiperazine) CN1CCN(CC1)N1CCN(CC1)C